1-(5-chloropyridine-3-carbonyl)-4-[phenyl(pyridin-3-yl)methyl]piperazine ClC=1C=C(C=NC1)C(=O)N1CCN(CC1)C(C=1C=NC=CC1)C1=CC=CC=C1